2-chloro-3-methoxy-aniline ClC1=C(N)C=CC=C1OC